COC=1C=C(CNC2(C(OC3=C(C=CC=C3C2)OC)=O)N)C=C(C1)OC 3-((3,5-dimethoxybenzyl)amino)-8-methoxycoumarinmonoamine